hex-5-en-1-yl (2-(trimethylammonio)ethyl) phosphate P(=O)(OCCCCC=C)(OCC[N+](C)(C)C)[O-]